ClC1=CC(N(C2=NC=CC=C12)C#N)C1=CC=NN1C 4-chloro-2-(1-methyl-1H-pyrazol-5-yl)-1-naphthyridinecarbonitrile